ethyl 4-(3-hydroxyprop-1-ynyl)benzoate OCC#CC1=CC=C(C(=O)OCC)C=C1